N1C=NC2=C1C=CC(=C2)C2=NC(=NC=C2)NC2=CC(=C(C=C2)C)C(F)(F)F 4-(1H-benzo[d]imidazol-5-yl)-N-(4-methyl-3-(trifluoromethyl)phenyl)pyrimidin-2-amine